1-(4-fluorobenzyl)-3,4-dimethyl-2-oxo-N-(2,4,6-trifluorobenzyl)-1,2,3,4-tetrahydro-quinazoline-7-carboxamide FC1=CC=C(CN2C(N(C(C3=CC=C(C=C23)C(=O)NCC2=C(C=C(C=C2F)F)F)C)C)=O)C=C1